N-[1-(cyclopropylmethyl)-1H-pyrazol-4-yl]-4-methyl-3-[2-(pyridin-3-yl)ethynyl]benzamide C1(CC1)CN1N=CC(=C1)NC(C1=CC(=C(C=C1)C)C#CC=1C=NC=CC1)=O